5-nitro-1,3-dihydrobenzimidazol-2-one [N+](=O)([O-])C1=CC2=C(NC(N2)=O)C=C1